2-chloro-5-((3-chloro-2-(1H-pyrazol-1-yl)pyridin-4-yl)thio)pyrazine ClC1=NC=C(N=C1)SC1=C(C(=NC=C1)N1N=CC=C1)Cl